FC(CC(C(=O)NC1=NC=CC(=C1)C1=C(C=2C(N(CCC2N1)C)=O)C1=CN=C(S1)C)C1=CC=C(C=C1)F)F 4,4-difluoro-2-(4-fluorophenyl)-N-{4-[5-methyl-3-(2-methyl-1,3-thiazol-5-yl)-4-oxo-4,5,6,7-tetrahydro-1H-pyrrolo[3,2-c]pyridin-2-yl]pyridin-2-yl}butanamide